COC=1N=CC(=NC1)C1=NOC(=N1)N1CCC(CC1)C(=O)OC(C)(C)C Tert-butyl 1-(3-(5-methoxypyrazin-2-yl)-1,2,4-oxadiazol-5-yl)piperidine-4-carboxylate